(R)-N-(2-Hydroxy-2-(4-(3-(5-methyl-2H-tetrazol-2-yl)propoxy)phenyl)ethyl)-N-methylacetamide O[C@@H](CN(C(C)=O)C)C1=CC=C(C=C1)OCCCN1N=C(N=N1)C